[N+](=O)([O-])C=1C=C(C=C(C1Cl)[N+](=O)[O-])C(F)(F)F 3,5-dinitro-4-chloro-trifluoromethylbenzene